5-((2-(ethyl(methyl)amino)-5-isopropylpyridin-4-yl)oxy)pyrimidine-2,4-diamine C(C)N(C1=NC=C(C(=C1)OC=1C(=NC(=NC1)N)N)C(C)C)C